3α-hydroxy-6α-ethyl-7-keto-5β-cholan-24-oic Acid O[C@H]1C[C@H]2[C@H](C([C@H]3[C@@H]4CC[C@H]([C@@H](CCC(=O)O)C)[C@]4(CC[C@@H]3[C@]2(CC1)C)C)=O)CC